7-Bromo-1-(3,4-dimethoxyphenyl)-2-(3-(dimethylamino)propyl)-1,2-dihydrochromeno[2,3-c]pyrrole-3,9-dione BrC1=CC=2C(C3=C(C(N(C3C3=CC(=C(C=C3)OC)OC)CCCN(C)C)=O)OC2C=C1)=O